ClC1=CC=CC=2C(C3=CC(=CC=C3C(C12)=O)C)=O 1-chloro-6-methylanthracene-9,10-dione